1-[3-(6-bromo-2-pyridinyl)-7-methoxy-imidazo[1,2-b]Pyridazin-6-yl]Pyrrolidin-2-one BrC1=CC=CC(=N1)C1=CN=C2N1N=C(C(=C2)OC)N2C(CCC2)=O